(3R,4S)-4-phenyl-oxolan-3-amine C1(=CC=CC=C1)[C@H]1[C@H](COC1)N